allylamine, pyridinium salt [NH+]1=CC=CC=C1.C(C=C)N